CC(C)C(CCCCC)(O)C 2,3-dimethyl-3-octanol